OC=1C=C(CN2C3=C(OCC2=O)C=C(C=C3)NC(=O)NC3=CC=C2C=CNC2=C3)C=CC1 1-(4-(3-hydroxybenzyl)-3-oxo-3,4-dihydro-2H-benzo[b][1,4]oxazin-7-yl)-3-(1H-indol-6-yl)urea